ClC(C1=NC(=NO1)C1=CC=C(C=C1)NC=1C(C(C1NCC=1C=NN(C1)C)=O)=O)(F)F 3-((4-(5-(chlorodifluoromethyl)-1,2,4-oxadiazol-3-yl)phenyl)amino)-4-(((1-methyl-1H-pyrazol-4-yl)methyl)amino)cyclobut-3-ene-1,2-dione